N-(3''-fluoro-4''-((((1S,2S)-2-hydroxycyclopentyl)amino)methyl)-5''-methoxy-2,2'-dimethyl-[1,1':3',1''-terphenyl]-3-yl)-1-methyl-6-oxo-1,6-dihydropyrimidine-5-carboxamide FC=1C=C(C=C(C1CN[C@@H]1[C@H](CCC1)O)OC)C=1C(=C(C=CC1)C1=C(C(=CC=C1)NC(=O)C1=CN=CN(C1=O)C)C)C